NC1=C(C(N(C=C1)C)=O)[N+](=O)[O-] 4-amino-1-methyl-3-nitro-pyridin-2-one